2-(6-((1R,2R,3S,5S)-2-fluoro-8-aza-bicyclo[3.2.1]oct-3-yloxy)pyridazin-3-yl)-5-(1H-pyrazol-1-yl)phenol F[C@@H]1[C@H]2CC[C@@H](C[C@@H]1OC1=CC=C(N=N1)C1=C(C=C(C=C1)N1N=CC=C1)O)N2